ClC1=CC=C(C=C1)[C@H](C)O (1S)-1-(4-chlorophenyl)ethan-1-ol